2,6-dimethyl-N-(quinolin-8-yl)pyridine-4-sulfonamide CC1=NC(=CC(=C1)S(=O)(=O)NC=1C=CC=C2C=CC=NC12)C